COCC=1N=C2N(N=C(C(=C2)C)N2CC=3C=C(C=NC3CC2)C2=C(C=C(C(=C2)F)F)F)C(C1)=O 2-(methoxymethyl)-8-methyl-7-(3-(2,4,5-trifluorophenyl)-7,8-dihydro-1,6-naphthyridin-6(5H)-yl)-4H-pyrimido[1,2-b]pyridazin-4-one